ClC1=C(C=C(NC(C(=O)OCC)=O)C=C1)F ethyl 2-(4-chloro-3-fluoroanilino)-2-oxoacetate